CN(CC(=O)NCC=1C=CC=2NC3=CC=C(C=C3OC2C1)C(F)(F)F)C 2-(Dimethylamino)-N-((7-(trifluoromethyl)-10H-phenoxazin-3-yl)methyl)acetamide